FC(C1=NN=C(O1)C=1C=CC(=NC1)CN1C(N(C2=C1C=CC(=C2)F)C2CCN(CC2)C(C)C)=O)F 1-((5-(5-(difluoromethyl)-1,3,4-oxadiazole-2-yl)pyridine-2-yl)methyl)-5-fluoro-3-(1-isopropylpiperidine-4-yl)-1,3-dihydro-2H-benzo[d]imidazole-2-one